The molecule is a metallophthalocyanine consisting of a phthalocyanine-disulfonic acid bound to a central copper atom. Used in the form of an arylguanidinium salt as a histological dye. It has a role as a fluorochrome and a histological dye. It is a member of metallophthalocyanines, an arenesulfonic acid and a copper coordination entity. It is a conjugate acid of a Luxol fast blue MBS(2-). C1=CC=C2C(=C1)C3=NC4=NC(=NC5=C6C=CC=CC6=C([N-]5)N=C7C8=C(C(=CC=C8)S(=O)(=O)O)C(=N7)N=C2[N-]3)C9=C4C=CC=C9S(=O)(=O)O.[Cu]